C(C1=CC=CC=C1)OC1=NC(=CC=C1C1=CC(=C(C=C1)N1CCN(CC1)C(=O)OCCCC)F)OCC1=CC=CC=C1 butyl 4-[4-(2,6-dibenzyloxy-3-pyridyl)-2-fluorophenyl]-piperazine-1-carboxylate